C12[C@@H](CC(CC1)C2)N2C(C=CC1=C2N=C(N=C1)NC1=CC=C(C=C1)N1CCC(CC1)OCC1(COC1)CO)=O 8-((2R)-bicyclo[2.2.1]heptan-2-yl)-2-((4-(4-((3-(hydroxymethyl)oxetan-3-yl)methoxy)piperidin-1-yl)phenyl)amino)pyrido[2,3-d]pyrimidin-7(8H)-one